C1=CC=CC=2C3=CC=CC=C3C(=CC12)N (phenanthren-9-yl)amine